1-(4-fluoro-2-hydroxy-phenyl)-6-[3-(oxetan-3-yl)-3,6-diazabicyclo[3.1.1]heptan-6-yl]pyrazolo[3,4-d]pyrimidin FC1=CC(=C(C=C1)N1N=CC=2C1=NC(=NC2)N2C1CN(CC2C1)C1COC1)O